4-methyl-4-(4-vinylbenzyl)-morpholin-4-ium acetate C(C)(=O)[O-].C[N+]1(CCOCC1)CC1=CC=C(C=C1)C=C